N-(6-Bromopyridin-2-yl)-2,2-dimethylpropionamid BrC1=CC=CC(=N1)NC(C(C)(C)C)=O